[Si](C)(C)(C(C)(C)C)OC[C@H]1N(CCC[C@]1(O)C)C=1C2=C(N=C(N1)Cl)C(=C(N=C2Cl)Cl)F |o1:9,14| rel-(2R,3R)-2-(((tert-butyldimethylsilyl)oxy)methyl)-3-methyl-1-(2,5,7-trichloro-8-fluoropyrido[4,3-d]pyrimidin-4-yl)piperidin-3-ol